4,6-diphenyltriazine-2-boronic acid C1(=CC=CC=C1)C1=NN(NC(=C1)C1=CC=CC=C1)B(O)O